FC(C(=O)N[C@@H]1[C@H](CNCC1)F)(COC1=NC=CC=C1OC(F)(F)F)F 2,2-difluoro-N-((3S,4S)-3-fluoropiperidin-4-yl)-3-((3-(trifluoromethoxy)pyridin-2-yl)oxy)propanamide